chloro-5'-fluoro-N-methyl-[2,4'-bipyridine] ClC1=C(N(CC=C1)C)C1=CC=NC=C1F